(S)-6-cyclopropyl-7-(1,5-dimethyl-6-oxo-1,6-dihydropyridin-3-yl)-1-(2-isopropyl-4-methylpyridin-3-yl)-4-(2-methylpiperazin-1-yl)pyrido[2,3-d]pyrimidin-2(1H)-one C1(CC1)C1=CC2=C(N(C(N=C2N2[C@H](CNCC2)C)=O)C=2C(=NC=CC2C)C(C)C)N=C1C1=CN(C(C(=C1)C)=O)C